FC(CS(=O)(=O)NC1=CC(=C(C=C1)OC=1N=C(SC1C1=NC(=NC=C1)N[C@@H]1CNC[C@H](C1)F)C)F)(F)F 2,2,2-Trifluoro-N-[3-fluoro-4-[5-[2-[[(3S,5S)-5-fluoro-3-piperidyl]amino]pyrimidin-4-yl]-2-methyl-thiazol-4-yl]oxy-phenyl]ethanesulfonamide